C(=O)(OC(C)(C)C)N[C@@H](CC1=CC2=CC=CC=C2C=C1)C(=O)O Boc-3-(2-naphthyl)-L-alanine